2-(pyridin-2-yldisulfanyl)ethan N1=C(C=CC=C1)SSCC